N-(5-(((1R,2R,4R)-1-(hydroxymethyl)bicyclo[2.2.1]heptan-2-yl)carbamoyl)-2-methylpyridin-3-yl)-2-(1-methyl-1H-pyrazol-4-yl)-1H-pyrrolo[2,3-b]pyridine-5-carboxamide OC[C@]12[C@@H](C[C@H](CC1)C2)NC(=O)C=2C=C(C(=NC2)C)NC(=O)C=2C=C1C(=NC2)NC(=C1)C=1C=NN(C1)C